C(C)OC(\C=C\C1=CC=C(C=C1)OC)=O (E)-3-(4-methoxyphenyl)acrylic acid ethyl ester